4-[5-(Butane-1-sulfonylaminocarbonyl)-1,3-dioxo-1,3-dihydroisoindol-2-yl]biphenyl-3-carboxylic acid C(CCC)S(=O)(=O)NC(=O)C=1C=C2C(N(C(C2=CC1)=O)C1=C(C=C(C=C1)C1=CC=CC=C1)C(=O)O)=O